7-(5-diethylaminopentyloxy)-3-acetylcoumarin oxime C(C)N(CCCCCOC1=CC=C2C=C(C(OC2=C1)=NO)C(C)=O)CC